2-mesitylimidazolium bromide [Br-].C1(=C(C(=CC(=C1)C)C)C=1NC=C[NH+]1)C